ClCC=1C=NC=C(C1)C 3-(chloromethyl)-5-methylpyridine